N1C=CC=2C=NC(=CC21)C2CCN(CC2)C(=O)OC(C)(C)C tert-butyl 4-(1H-pyrrolo[3,2-c]pyridin-6-yl)piperidine-1-carboxylate